FC=1C=C2C(=C(/C(/C2=CC1)=C/C1=C(C=CC(=C1)COC1=CC=C(C=C1)F)C(F)(F)F)C)CC(=O)O (Z)-2-(5-Fluoro-1-(5-((4-fluorophenoxy)methyl)-2-(trifluoromethyl)benzylidene)-2-methyl-1H-inden-3-yl)acetic acid